C(C)(C)(C)OC(=O)NC=1C(=C(C=C(C1)C#N)N1[C@@H](CN(CC1)C(=O)OC(C)(C)C)C)Cl Tert-butyl (R)-4-(3-((tert-butoxycarbonyl)amino)-2-chloro-5-cyanophenyl)-3-methylpiperazine-1-carboxylate